1-(cyclopropylmethyl)-4-iodopyrazole C1(CC1)CN1N=CC(=C1)I